tert-Butyl (3aR,6aS)-5-[(6-chloro-4-methylsulfonyl-pyridazin-3-yl)amino]-3,3a,4,5,6,6a-hexahydro-1H-cyclopenta[c]pyrrole-2-carboxylate ClC1=CC(=C(N=N1)NC1C[C@@H]2[C@@H](CN(C2)C(=O)OC(C)(C)C)C1)S(=O)(=O)C